tert-butyl (3S,5S)-5-(hydroxymethyl)-pyrrolidin-3-ylcarbamate OC[C@@H]1C[C@@H](CN1)NC(OC(C)(C)C)=O